(E)-N-(3-((3-(2-(pyridin-2-yl)vinyl)-1H-indazol-6-yl)thio)phenyl)-2-(o-tolyl)acetamide N1=C(C=CC=C1)/C=C/C1=NNC2=CC(=CC=C12)SC=1C=C(C=CC1)NC(CC1=C(C=CC=C1)C)=O